(1-(4'-((pyrimidin-5-ylmethoxy)methyl)-[1,1'-biphenyl]-4-yl)cyclopropyl)carbamic acid 1-azabicyclo[3.2.2]non-4-yl ester N12CCC(C(CC1)CC2)OC(NC2(CC2)C2=CC=C(C=C2)C2=CC=C(C=C2)COCC=2C=NC=NC2)=O